FC1=CC2=C(NC(N(CC2)C2=CC=C(C=C2)F)=O)C=C1 7-fluoro-3-(4-fluorophenyl)-1,3,4,5-tetrahydro-2H-benzo[d][1,3]diazepin-2-one